NC(CO)CCCCN 2,6-diaminohexanol